CC=1C(=NC=CC1)C(=O)O methyl-pyridine-2-carboxylic acid